3,4,5-trioxocyclohexane-1-carboxylic acid O=C1CC(CC(C1=O)=O)C(=O)O